1-((4-(3-amino-4-chloro-1H-indazol-5-yl)-3-methylphenyl)sulfonyl)pyrrolidin-3-ol NC1=NNC2=CC=C(C(=C12)Cl)C1=C(C=C(C=C1)S(=O)(=O)N1CC(CC1)O)C